3-(4-Fluoro-2-methylphenoxy)-N-(5-methyl-2-oxo-1,2-dihydropyridin-4-yl)-6-(trifluoromethyl)pyridazine-4-carboxamide FC1=CC(=C(OC=2N=NC(=CC2C(=O)NC2=CC(NC=C2C)=O)C(F)(F)F)C=C1)C